C(C)OC(=O)C1=CN=C2N1C=CC(=C2)OC.ClC2=NC=C(C=C2)C=2N=NN(C2)C[Si](C)(C)C 2-Chloro-5-(1-((trimethylsilyl)methyl)-1H-1,2,3-triazol-4-yl)pyridine ethyl-7-methoxyimidazo[1,2-a]pyridine-3-carboxylate